N-[[4-[5-amino-4-cyano-1-(4,4-difluorotetrahydrofuran-3-yl)pyrazol-3-yl]phenyl]methyl]-5-fluoro-2-methoxy-benzamide NC1=C(C(=NN1C1COCC1(F)F)C1=CC=C(C=C1)CNC(C1=C(C=CC(=C1)F)OC)=O)C#N